4-cyclopropoxy-2-(methoxy-d3)pyridin-3-amine C1(CC1)OC1=C(C(=NC=C1)OC([2H])([2H])[2H])N